N1N=CC2=CC=C(C=C12)C1(CC1)C#N 1-(1H-indazol-6-yl)cyclopropanecarbonitrile